C1(=CC=CC=C1)C1CNC(C2=C(C1=O)C=CC=C2)=O 3,4-dihydro-4-phenyl-1H-2-benzazepine-1,5(2H)-dione